ClC=1C(=C(C=CC1)C(C)(C)NC(=O)[C@@H]1CN[C@H](CO1)CO)F (2S,5S)-N-(2-(3-chloro-2-fluorophenyl)propan-2-yl)-5-(hydroxymethyl)morpholine-2-carboxamide